FC1=CC=C2CCC=CC2=C1 7-fluoro-3,4-dihydronaphthalene